C(=O)C=1N=CC2=C(N1)CN(C2)C(=O)OC(C)(C)C tert-butyl 2-formyl-5,7-dihydro-6H-pyrrolo[3,4-d]pyrimidine-6-carboxylate